C(C)(C)OC=1C=CC(=NC1)CN1CCCCC1 1-((5-isopropoxypyridin-2-yl)methyl)piperidin